C(C)(C)(C)C=1SC(=CN1)C(=O)NC(CO)C1=C(C=C(C=C1)C=1C2=C(N=CN1)C=C(N2)C=2C=NN(C2)C)C 2-(tert-butyl)-N-(2-hydroxy-1-(2-methyl-4-(6-(1-methyl-1H-pyrazol-4-yl)-5H-pyrrolo[3,2-d]pyrimidin-4-yl)phenyl)ethyl)thiazole-5-carboxamide